FC1(C(CNCC1)C=1C=NC=C(C=O)C1)F 5-(4,4-difluoropiperidin-3-yl)nicotinaldehyde